N-(tert-butyl)-3-((2-((4-(4-(((5-(2,4-dioxotetrahydropyrimidin-1(2H)-yl)pyridin-2-yl)methyl)(methyl)amino)piperidin-1-yl)phenyl)amino)-5-methylpyrimidin-4-yl)amino)benzenesulfonamide C(C)(C)(C)NS(=O)(=O)C1=CC(=CC=C1)NC1=NC(=NC=C1C)NC1=CC=C(C=C1)N1CCC(CC1)N(C)CC1=NC=C(C=C1)N1C(NC(CC1)=O)=O